7-Phenylbenzo[g]indazolo[3,2-a]isoquinoline C1(=CC=CC=C1)C=1N2C(C3=CC4=C(C=C3C1)C=CC=C4)=C4C=CC=CC4=N2